ClC=1C=C(CN2CCC(CC2)CN2N=NC(=C2)C2=C(NC3=CC=C(C=C23)F)C(=O)OCC(C)C)C=CC1C=1C=C2C=CNC2=CC1 Isobutyl 3-(1-((1-(3-chloro-4-(1H-indol-5-yl)benzyl)piperidin-4-yl)methyl)-1H-1,2,3-triazol-4-yl)-5-fluoro-1H-indol-2-carboxylat